COC(C1=CC(=CC(=C1)C)C1=NC(=C(N=C1)N)OC=1C=NN(C1)C1CCN(CC1)C)=O 3-(5-amino-6-((1-(1-methylpiperidin-4-yl)-1H-pyrazol-4-yl)oxy)pyrazin-2-yl)-5-methylbenzoic acid methyl ester